C1(CC1)C=1N=NN(C1)[C@H](C(=O)N1[C@@H](C[C@H](C1)O)C(=O)N[C@H]1CN(CCC1)C(=O)C1=CC(=NO1)C)C(C)(C)C (2S,4R)-1-[(2S)-2-(4-cyclopropyl-triazol-1-yl)-3,3-dimethyl-butyryl]-4-hydroxy-N-[(3R)-1-(3-methylisoxazole-5-carbonyl)-3-piperidinyl]pyrrolidine-2-carboxamide